CN1CCN(CC1)CC=1C=C2CCN(CC2=C(C1)N[C@@H]1COCC1)C(=O)OC(C)(C)C tert-butyl (S)-6-((4-methylpiperazin-1-yl) methyl)-8-((tetrahydrofuran-3-yl) amino)-3,4-dihydroisoquinoline-2(1H)-carboxylate